C(CCCCCCCCCCCCCCCCC)(=O)OC([C@@H](OC(CCCCCCCCCCCCCCCCC)=O)CO)C(CCCCCCCCCCCCCCCCC)=O 1,2-distearoyl-(stearoyl)-sn-glycerol